[Cl-].FC1C(C([N+](C=C1)(CCCC)F)(F)F)(F)F hexafluoro-1-butylpyridinium chloride